N-[3-(morpholin-4-yl)propyl]-2-[(7-trifluoromethyl-quinolin-4-yl)amino]benzamide rac-Benzyl-(1R,6S)-7-oxa-3-azabicyclo[4.1.0]heptane-3-carboxylate C(C1=CC=CC=C1)OC(=O)N1C[C@H]2O[C@H]2CC1.N1(CCOCC1)CCCNC(C1=C(C=CC=C1)NC1=CC=NC2=CC(=CC=C12)C(F)(F)F)=O |r|